8-chloro-3-(5-(difluoromethyl)-1,3,4-thiadiazol-2-yl)-1-iodo-N-(3-methyloxetan-3-yl)imidazo[1,5-a]pyridine-6-sulfonamide ClC=1C=2N(C=C(C1)S(=O)(=O)NC1(COC1)C)C(=NC2I)C=2SC(=NN2)C(F)F